methyl 4-hydroxy-6-oxo-1-(1-(trifluoromethyl) cyclopropyl)-1,6-dihydropyridine-3-carboxylate OC=1C(=CN(C(C1)=O)C1(CC1)C(F)(F)F)C(=O)OC